2-(Trimethylsilyloxy)-1,3-cyclohexadiene C[Si](OC1=CCCC=C1)(C)C